N-[2-(2,7-diazaspiro[4.4]nonan-2-yl)ethyl]-6-[5-(6-methyl-2-pyridyl)-1H-imidazol-4-yl]quinolin-3-amine C1N(CCC12CNCC2)CCNC=2C=NC1=CC=C(C=C1C2)C=2N=CNC2C2=NC(=CC=C2)C